1-(5-(2-fluorophenyl)-1-((3-(2-methoxyethoxy)phenyl)sulfonyl)-1H-pyrrol-3-yl)-N-methyl-methylamine FC1=C(C=CC=C1)C1=CC(=CN1S(=O)(=O)C1=CC(=CC=C1)OCCOC)CNC